methyl 6-fluoro-1-(3-fluoro-4-methylbenzyl)-5-hydroxy-2-oxo-2,3-dihydro-1H-benzo[b]azepine-4-carboxylate FC1=CC=CC=2N(C(CC(=C(C21)O)C(=O)OC)=O)CC2=CC(=C(C=C2)C)F